meta-tolunitrile C1(=CC(=CC=C1)C#N)C